O1C2=C(NCC1)C=CC(=C2)CN[C@H](C)C2=NC=CC=C2F (R)-N-((3,4-dihydro-2H-benzo[b][1,4]oxazin-7-yl)methyl)-1-(3-fluoropyridin-2-yl)ethan-1-amine